6-methoxy-coumarin COC=1C=C2C=CC(OC2=CC1)=O